CN(C1CCC(CC1)NC1=NC=C(C(=N1)NC)[N+](=O)[O-])C N2-((1r,4r)-4-(dimethylamino)cyclohexyl)-N4-methyl-5-nitropyrimidine-2,4-diamine